CN1C(C=C(C(=C1)C)C[C@@H](CCS(=O)(=O)[O-])C)=O [(2S)-3-(1,5-dimethyl-2-oxo-4-pyridyl)-2-methyl-propyl]methanesulfonate